C(CCCCCCCCCCCCCCCCC)OC(CCC1=CC(=C(C(=C1)C(C)(C)C)O)C(C)(C)C)=O octadecyl-3-(3,5-di-tertbutyl-4-hydroxyphenyl)propionate